3-silapentadecan CC[SiH2]CCCCCCCCCCCC